OC1=C(C(=C(C(=C1S(=O)(=O)O)O)S(=O)(=O)O)O)S(=O)(=O)O 1,3,5-trihydroxybenzene-2,4,6-trisulphonic acid